C1CCN2C3CCC(C12CO)C3 (hexahydro-5,8-methanoindolizin-8a(1H)-yl)methanol